4-(4-fluoro-3-nitrophenyl)-1-methyl-1H-1,2,3-triazole FC1=C(C=C(C=C1)C=1N=NN(C1)C)[N+](=O)[O-]